TERT-BUTYL-SULFINAMIDE C(C)(C)(C)S(=O)N